ClC1=C(OCC(=O)NCC2=CN(C(O2)=O)C2=CC=C(C=C2)N2C(COCC2)=O)C=CC(=C1)Cl (S)-2-(2,4-dichlorophenoxy)-N-((2-oxo-3-(4-(3-oxomorpholin-4-yl)phenyl)-1,3-oxazolin-5-yl)methyl)acetamide